Acetoacetamidoethylmaleat C(CC(=O)C)(=O)NCC/C(/C(=O)[O-])=C/C(=O)[O-]